methyl 5-(difluoromethoxy)pyridine-3-carboxylate FC(OC=1C=C(C=NC1)C(=O)OC)F